methyl N-(2-(4-(6-bromohexanamido)phenyl)thiazole-4-carbonyl)-O-(tert-butyldimethylsilyl)-L-serinate BrCCCCCC(=O)NC1=CC=C(C=C1)C=1SC=C(N1)C(=O)N[C@@H](CO[Si](C)(C)C(C)(C)C)C(=O)OC